(1-(4-Fluoro-2-(4-isopropylpyridin-3-yl)phenyl)-2-methyl-1H-pyrrolo[2,3-c]pyridin-3-yl)(piperidin-4-yl)methanone FC1=CC(=C(C=C1)N1C(=C(C=2C1=CN=CC2)C(=O)C2CCNCC2)C)C=2C=NC=CC2C(C)C